C(#N)C1=C(C=CC(=C1)C(F)(F)F)N1CCC(CC1)(C(=O)N[C@H]1CNCC1)C1=CC=C(C=N1)C=1C(=NC=CC1)OCC 1-[2-cyano-4-(trifluoromethyl)phenyl]-4-{2'-ethoxy-[3,3'-bipyridinyl]-6-yl}-N-[(3R)-pyrrolidin-3-yl]piperidine-4-carboxamide